S(N)(=O)(=O)C=1C=C(C=CC1)NC(=O)C=1C=NC=C(C1)C(F)(F)F N-(3-sulfamoyl-phenyl)-5-(trifluoromethyl)-pyridine-3-carboxamide